(3R,4R)-4-((5-fluoro-4-(4-isopropyl-3-((((S)-tetrahydrofuran-3-yl)amino)methyl)quinolin-6-yl)pyrimidin-2-yl)amino)tetrahydro-2H-pyran-3-ol FC=1C(=NC(=NC1)N[C@H]1[C@H](COCC1)O)C=1C=C2C(=C(C=NC2=CC1)CN[C@@H]1COCC1)C(C)C